C(C)(C)CC1=C2N(C=C(N1)C1=CC=C(C=C1)O)C(C(=N2)CC2=CC=C(C=C2)O)=O 8-(isopropylmethyl)-2-(4-hydroxybenzyl)-6-(4-hydroxyphenyl)imidazo[1,2-a]pyrazin-3(7H)-one